BrC=1C=C2C(=NN(C2=CC1)CC(=O)OC)C1CC1 methyl 2-(5-bromo-3-cyclopropyl-1H-indazol-1-yl)acetate